BrC=1C=CC2=C(C(=NC(C=3N2C(=CN3)C)C)C3=C(C=CC=C3F)F)C1Cl 8-bromo-7-chloro-6-(2,6-difluorophenyl)-1,4-dimethyl-4H-imidazo[1,2-a][1,4]benzodiazepine